N=NNNCCCCCCCCCCCCC tetraazaheptadecene